4-fluoro-N-(5-(pyridin-3-yl)pyrimidin-2-yl)benzamide FC1=CC=C(C(=O)NC2=NC=C(C=N2)C=2C=NC=CC2)C=C1